2-(2-methyl-6-(2,6-difluorophenyl)-3-thioxo-2,5,6,7-tetrahydro-3H-pyrrolo[1,2-c]imidazol-1-yl)ethan-1-one CN1C(N2C(=C1CC=O)CC(C2)C2=C(C=CC=C2F)F)=S